C1(CC1)C(C(C)(C)O)N1C(C2=C(C=CC(=C2C1)O)C1=CC=C(C=C1)C=1OC(=NN1)C)=O 2-(1-cyclopropyl-2-hydroxy-2-methylpropyl)-4-hydroxy-7-(4-(5-methyl-1,3,4-oxadiazol-2-yl)phenyl)isoindolin-1-one